ClC1=CC(=C(C2=C1N(N=N2)C)C)[C@@H](CC(=O)OCC)C=2C=C1CCCC1=C(C2)CN2C[C@H](OC1=C([C@@H]2C)N=CC=C1)CC ethyl (3S)-3-(7-chloro-1,4-dimethyl-1H-benzotriazol-5-yl)-3-(7-{[(2R,5S)-2-ethyl-5-methyl-2,3-dihydropyrido[2,3-f][1,4]oxazepin-4(5H)-yl]methyl}-2,3-dihydro-1H-inden-5-yl)propanoate